5-bromo-2-(2,2,2-trifluoroethoxy)pyridine BrC=1C=CC(=NC1)OCC(F)(F)F